CC(/C=C/C(=O)OCC)(CC#C)C Ethyl (E)-4,4-dimethylhept-2-en-6-ynoate